4,4'-methylenebis-(cyclohexylamine) C(C1CCC(CC1)N)C1CCC(CC1)N